BrC=1C=C(C(=NC1)[N+](=O)[O-])O[C@H](C)C1=C(C(=CC(=C1)F)F)C1=NC=CC=C1CC1=NN(C(=C1)C#N)C(=O)N(C)C 3-((2-(2-((R)-1-((5-bromo-2-nitropyridin-3-yl)oxy)ethyl)-4,6-difluorophenyl)pyridin-3-yl)methyl)-5-cyano-N,N-dimethyl-1H-pyrazole-1-carboxamide